C(CCCCCCCCCCC)SC1=CSC=C1 3-(dodecylthio)thiophene